2-[(1s,2s)-2-aminocyclohexyl]-5-chloro-3-cyclopropyl-N-(2-thienylmethyl)thieno[3,2-b]pyridin-7-amine N[C@@H]1[C@H](CCCC1)C1=C(C2=NC(=CC(=C2S1)NCC=1SC=CC1)Cl)C1CC1